4-(2-methyl-2-nitropropyl)phenol CC(CC1=CC=C(C=C1)O)(C)[N+](=O)[O-]